CN1CSC=2N=CSC21 N-methyl[1,3]thiazolo[5,4-d][1,3]thiazol